COC(=O)C=1C=CC=2C(=CC(=C3C=CN=CC23)C)C1 5-methylbenzo[h]Isoquinoline-8-carboxylic acid methyl ester